C(CC)C1=CC=C(C=C1)N1CC2=CC=C(C=C2CC1)O 2-(4-propylphenyl)-1,2,3,4-tetrahydroisoquinolin-6-ol